C(C)(C)[C@@H]1OCC1 (R)-2-isopropyloxetane